Ethyl hydrogen (7,8-dichloro-4-(1H-imidazol-1-yl)quinolin-2-yl)methylphosphonate ClC1=CC=C2C(=CC(=NC2=C1Cl)CP(OCC)(O)=O)N1C=NC=C1